2-(4-((tert-butoxycarbonyl)amino)phenyl)-1-cyclobutyl-5-fluoro-1H-indole-6-carbamidyl methyl sulfate S(=O)(=O)(ONC(=O)C1=C(C=C2C=C(N(C2=C1)C1CCC1)C1=CC=C(C=C1)NC(=O)OC(C)(C)C)F)OC